C(CCCCCCCC)N(CCNC(C(CC(=O)NCCN(CCCCCCCCC)CCCCCCCCC)=C)=O)CCCCCCCCC N1,N4-bis(2-(dinonylamino)ethyl)-2-methylenesuccinamide